O[C@H]1[C@@H](O[C@@H]([C@H]1O)CO)[N+]1=CC(=CC=C1)C(=O)OCCC(C)C 1-((2R,3R,4S,5R)-3,4-dihydroxy-5-(hydroxymethyl)tetrahydrofuran-2-yl)-3-((isopentyloxy)carbonyl)pyridin-1-ium